BrC1=NC(=CC=C1)C1=CC=CC2=CC=CC=C12 2-bromo-6-(naphthalen-1-yl)pyridine